(2-chlorophenyl)naphthalene ClC1=C(C=CC=C1)C1=CC=CC2=CC=CC=C12